N-[4-({5-[(4-chloro-2-fluorophenyl)amino]-4-methylpyridin-3-yl}methyl)-3-fluoropyridin-2-yl]carbamate ClC1=CC(=C(C=C1)NC=1C(=C(C=NC1)CC1=C(C(=NC=C1)NC([O-])=O)F)C)F